NC=1C=CC(=C2CN(C(C12)=O)CC(=C)C#N)C=1C=C2C(=NNC2=CC1)C(=O)NC1CC1 5-[7-amino-2-(2-cyano-2-methylideneethyl)-1-oxo-2,3-dihydro-1H-isoindol-4-yl]-N-cyclopropyl-1H-indazole-3-carboxamide